CC1=C(C=CC=C1C)N1CCN(CC1)C(CN1N=C(C2=C1CCC2)C(=O)N2CCC1(CC(N(C1)C)=O)CC2)=O 8-(1-{2-[4-(2,3-dimethylphenyl)piperazin-1-yl]-2-oxoethyl}-1,4,5,6-tetrahydrocyclopenta[c]pyrazole-3-carbonyl)-2-methyl-2,8-diazaspiro[4.5]decan-3-one